C(C1=CC=CC=C1)C1=NC(=NN1)C(=O)N[C@H]1CCC2=C(N(C1=O)C)C=C(C=C2)C#CC(C)(C)O (S)-5-Benzyl-N-(8-(3-hydroxy-3-methylbut-1-yn-1-yl)-1-methyl-2-oxo-2,3,4,5-tetrahydro-1H-benzo[b]azepin-3-yl)-1H-1,2,4-triazole-3-carboxamide